O=C1NC(CCC1N1C(C2=CC=CC(=C2C1=O)NCCOCCOCCOCCOCCOCCOCCOCCOCCOCCOCCC(=O)O)=O)=O 1-((2-(2,6-dioxopiperidin-3-yl)-1,3-dioxoisoindolin-4-yl)amino)-3,6,9,12,15,18,21,24,27,30-decaoxatritriacontan-33-oic acid